P(=O)([O-])([O-])[O-].[Mg+2].N.P(=O)([O-])([O-])[O-].[Mg+2].[Mg+2] ammonia magnesium phosphate salt